tert-butyl (1R,5S)-3-(7-chloro-2-(3-(dimethylamino)azetidin-1-yl)-8-fluoropyrido[4,3-d]pyrimidin-4-yl)-3,8-diazabicyclo[3.2.1]octane-8-carboxylate ClC1=C(C=2N=C(N=C(C2C=N1)N1C[C@H]2CC[C@@H](C1)N2C(=O)OC(C)(C)C)N2CC(C2)N(C)C)F